BrC1=CC(=C2C(NC(=NC2=C1F)SCC)=O)C 7-bromo-2-(ethylthio)-8-fluoro-5-methylquinazolin-4(3H)-one